FC(C1=NN=C2N1C=C(N=C2)C=2C=NC(=CC2)OCC(F)(F)F)(OC(C)C)F 3-[difluoro(isopropoxy)methyl]-6-[6-(2,2,2-trifluoroethoxy)-3-pyridyl]-[1,2,4]triazolo[4,3-a]pyrazine